[K+].CC(CC)S(=O)(=O)[O-] 1-methyl-1-propanesulfonic acid potassium salt